FC1(CC(C1)[C@@H](C(=O)O)NC(=O)OCC1C2=CC=CC=C2C=2C=CC=CC12)F (2S)-2-(3,3-difluorocyclobutyl)-2-(9H-fluoren-9-ylmethoxycarbonylamino)acetic acid